(S)-6-chloro-3-(1H-imidazol-1-yl)-5-methoxy-1-methyl-2-(5-(2,2,2-trifluoro-1-methoxyethyl)-4H-1,2,4-triazol-3-yl)-1H-pyrrolo[3,2-b]pyridine ClC=1C=C2C(=NC1OC)C(=C(N2C)C2=NN=C(N2)[C@@H](C(F)(F)F)OC)N2C=NC=C2